N-(2-(1H-Benzo[d]imidazol-5-yl)ethyl)-11-((cyclohexyloxy)methyl)-8,8-dimethyl-7,10-dihydro-8H-pyrano[3'',4'':5',6']pyrido[3',2':4,5]thieno[3,2-d]pyrimidin-4-amine N1C=NC2=C1C=CC(=C2)CCNC=2C1=C(N=CN2)C2=C(S1)N=C1C(=C2COC2CCCCC2)COC(C1)(C)C